4-(1-(2-((5-chloropyridin-2-yl)amino)-2-oxoethyl)-5-methyl-1H-benzo[d]imidazol-2-yl)-3-fluoro-N-methylbenzamide ClC=1C=CC(=NC1)NC(CN1C(=NC2=C1C=CC(=C2)C)C2=C(C=C(C(=O)NC)C=C2)F)=O